N-((S)-1-(4-((3R,5S)-3,5-dimethylpiperazin-1-yl)pyrimidin-2-yl)ethyl)-5-(tetrahydro-2H-pyran-4-yl)-7H-pyrrolo[2,3-d]pyrimidin-4-amine C[C@@H]1CN(C[C@@H](N1)C)C1=NC(=NC=C1)[C@H](C)NC=1C2=C(N=CN1)NC=C2C2CCOCC2